(3aR,5s,6aS)-N-[6-(2-chloro-5-fluoro-phenyl)pyridazin-3-yl]-2-(2-pyridylmethyl)-3,3a,4,5,6,6a-hexahydro-1H-cyclopenta[c]pyrrol-5-amine ClC1=C(C=C(C=C1)F)C1=CC=C(N=N1)NC1C[C@@H]2[C@@H](CN(C2)CC2=NC=CC=C2)C1